Cl[Si](OCCCCC)(OCCCCC)OCCCCC Chlorotripentoxysilan